N-(3-bromobenzyl)-N-ethyl-2-pyrrolidin-1-ylethane-1-amine BrC=1C=C(CN(CCN2CCCC2)CC)C=CC1